1-(3-((7-chloro-1-methyl-6-(pyrazolo[1,5-a]pyrazin-3-yloxy)-1H-imidazo[4,5-b]pyridin-2-yl)amino)-5-(trifluoromethyl)benzyl)azetidin-3-ol ClC1=C2C(=NC=C1OC=1C=NN3C1C=NC=C3)N=C(N2C)NC=2C=C(CN3CC(C3)O)C=C(C2)C(F)(F)F